4-iodo-2-methyl-6-{[(1r,4r)-4-(trifluoromethyl)cyclohexyl]oxy}-pyrimidine IC1=NC(=NC(=C1)OC1CCC(CC1)C(F)(F)F)C